zinc triflate [O-]S(=O)(=O)C(F)(F)F.[Zn+2].[O-]S(=O)(=O)C(F)(F)F